2,2'-oxybis(N-(2-(2-(2-(4-(6,8-dichloro-2-methyl-1,2,3,4-tetrahydroisoquinolin-4-yl)phenylsulfonamido)ethoxy)ethoxy)ethyl)acetamide) O(CC(=O)NCCOCCOCCNS(=O)(=O)C1=CC=C(C=C1)C1CN(CC2=C(C=C(C=C12)Cl)Cl)C)CC(=O)NCCOCCOCCNS(=O)(=O)C1=CC=C(C=C1)C1CN(CC2=C(C=C(C=C12)Cl)Cl)C